C(C)N(CC)CC1=CC=C(CO)O1 5-(diethylaminomethyl)furfuryl alcohol